N-benzyl-2-chloro-pteridin-4-amine C(C1=CC=CC=C1)NC1=NC(=NC2=NC=CN=C12)Cl